FC1(OC2=C(O1)C=CC(=C2)[C@H](C)OC=2C=C(C=CC2F)N2N=C(C=1CCCC(C21)=O)C#N)F 1-[3-[(1S)-1-(2,2-difluoro-1,3-benzodioxol-5-yl)ethoxy]-4-fluoro-phenyl]-7-oxo-5,6-dihydro-4H-indazole-3-carbonitrile